(3ar,5R,6ar)-5-((R)-2,2-dimethyl-1,3-dioxolan-4-yl)-2,2-dimethyl-6-vinyltetrahydrofurano[2,3-d][1,3]dioxolan-6-ol CC1(OC[C@@H](O1)[C@@H]1C([C@@H]2[C@@H](OC(O2)(C)C)O1)(O)C=C)C